C(C=C)(=O)OCCCCOC1=CC=C(C=2SC3=CC=CC=C3C(C12)=O)O[SiH2]CC(OC)(OC)OC (Acryloxy-1-butoxy)-4-((trimethoxy)silapropoxy)thioxanthone